NC1=CC=C2C=C(C(OC2=C1)=O)CCO 7-aminocoumarin-ethanol